C(C=C)(=O)N1CC2(C1)CCC2 2-propenoyl-2-azaspiro[3.3]heptane